C1(CC1)CN1C(CN(CC1)C1=CC(=NC=C1C(=O)NC=1SC=2C(=NC=C(C2)C2=CC=NC=C2)N1)C)=O 4-(4-(Cyclopropylmethyl)-3-oxopiperazin-1-yl)-6-methyl-N-(6-(pyridin-4-yl)thiazolo[4,5-b]pyridin-2-yl)nicotinamide